1-(4,5-dimethoxy-2-nitrophenyl)-2-methylpropyl (2,5-dioxo-1-pyrrolidinyl) carbonate C(OC(C(C)C)C1=C(C=C(C(=C1)OC)OC)[N+](=O)[O-])(ON1C(CCC1=O)=O)=O